OC1(NC(=CC=C1)C1=C(C=CC=C1)O)C1=NC=CC=C1.[Li] lithium 2-hydroxy-2,2'-bipyridin-6-yl-phenol